ClC=1C=C2CCC[C@]3(C2=CC1)CN(C1=C(OC3)C=CC(=C1)C(=O)OC(C)(C)C)C[C@H]1[C@@H](CC1)SCCCCCS(N)(=O)=O (S)-TERT-BUTYL 6'-CHLORO-5-(((1S,2R)-2-((5-SULFAMOYLPENTYL)THIO)CYCLOBUTYL)METHYL)-3',4,4',5-TETRAHYDRO-2H,2'H-SPIRO[BENZO[B][1,4]OXAZEPINE-3,1'-NAPHTHALENE]-7-CARBOXYLATE